4,4'-[1,4-phenylenebis(1-methylethylene)]bis[phenol] C1(=CC=C(C=C1)C(CC1=CC=C(C=C1)O)C)C(CC1=CC=C(C=C1)O)C